1-((3s,5r)-5-(methoxymethyl)-1-propynylpyrrolidin-3-yl)-5-(methylamino)-1H-pyrazole-4-carboxamide COC[C@H]1C[C@@H](CN1C#CC)N1N=CC(=C1NC)C(=O)N